FC(CC=1NC2=C(N1)C=CC=C2)(F)F (2,2,2-trifluoroethyl)benzimidazol